3-((5-(4-fluorobenzoyl)-2-((4-(4-methylpiperazin-1-yl)phenyl)amino)-7H-pyrrolo[2,3-d]pyrimidin-4-yl)amino)prop-2-en-1-one FC1=CC=C(C(=O)C2=CNC=3N=C(N=C(C32)NC=CC=O)NC3=CC=C(C=C3)N3CCN(CC3)C)C=C1